C(=O)O.O1C(=CC=C1)C1=NN2C(C(N1C(C)C)=O)=NC=C2C2=CN=CN2 2-(Furan-2-yl)-7-(1H-imidazol-5-yl)-3-isopropylimidazo[2,1-f][1,2,4]triazin-4(3H)-one Formate Salt